C(C)SC1=CC=CC=2C=3N(C(=NC12)NC=1C(N=CC=NC1)=O)N=C(N3)C3=CC=C(C=C3)OC (6R)-6-{[7-(ethylsulfanyl)-2-(4-methoxyphenyl)[1,2,4]triazolo[1,5-c]quinazolin-5-yl]amino}-1,4-diazepin-5-one